CN1C(=NC2=C1C=C(C=C2C)C2=CC=C(C=C2)N2CCN(CC2)C(=O)OC(C)(C)C)C2=CC=C(C=C2)S(=O)(=O)C tert-butyl 4-(4-(1,4-dimethyl-2-(4-(methylsulfonyl)phenyl)-1H-benzo[d]imidazol-6-yl)phenyl)piperazine-1-carboxylate